4-(4-cyanophenyl)phenoxyldecyl 2,5-dihydroxybenzoate OC1=C(C(=O)OCCCCCCCCCCOC2=CC=C(C=C2)C2=CC=C(C=C2)C#N)C=C(C=C1)O